BrC=1C=2N(C=C(C1)OCC1CSC1)N=CC2C#N 4-bromo-6-(thietan-3-ylmethoxy)pyrazolo[1,5-a]pyridine-3-carbonitrile